3-(2-(benzyl(ethyl)amino)ethyl)-6-fluoro-7-methyl-1H-indol-4-ol C(C1=CC=CC=C1)N(CCC1=CNC=2C(=C(C=C(C12)O)F)C)CC